FC1=C(C=C(C=C1C(F)(F)F)O)C 4-fluoro-3-methyl-5-(trifluoromethyl)phenol